The molecule is a 38-membered ring lactone containing seven (E)-double bonds between positions 22 and 35 and substituted by hydroxy groups at positions 9, 11, 13, 17 and 19, oxo groups at positions 3, 7 and 15, a carboxy group at position 18, a 3-amino-3,6-dideoxymannopyranosyloxy group at position 21, a methyl group at position 36 and a 7-(4-aminophenyl)-5-hydroxy-4-methyl-7-oxoheptan-2-yl group at position 37. It is the major component of candicidin, a mixture of antifungal heptaene macrolides obtained from a strain of Streptomyces griseus. It has a role as a bacterial metabolite and an antifungal drug. It is a macrolide antibiotic and a polyene antibiotic. C[C@@H]1[C@H]([C@@H]([C@@H](C(O1)OC\\2CC(C(C(CC(=O)CC(CC(CC(CC(=O)CCCC(=O)CC(=O)OC(C(/C=C/C=C/C=C/C=C/C=C/C=C/C=C2)C)C(C)CC(C)C(CC(=O)C3=CC=C(C=C3)N)O)O)O)O)O)C(=O)O)O)O)N)O